N-phenyl-3-(benzotriazole-1-yl)propionamide C1(=CC=CC=C1)NC(CCN1N=NC2=C1C=CC=C2)=O